[Na].C(CCCCCCC\C=C/CCCCCCCC)(=O)O Oleic acid sodium